NCC1=CC=C(C=C1)COC1=C2NC=NC2=NC(=N1)N 6-[[4-(aminomethyl)phenyl]methoxy]-7H-purine-2-amine